3-fluoro-5-[2-methoxy-4-(trifluoromethoxy)phenoxy]pyridine FC=1C=NC=C(C1)OC1=C(C=C(C=C1)OC(F)(F)F)OC